CC=1C=C(C(=S)O)C=C(C1)C 3,5-dimethyl-thiobenzoic acid